FC(OC1=CC=C2C=CNC2=C1)(F)F 6-(trifluoromethoxy)-1H-indol